1-(4-((7-methoxy-4-(quinoxalin-6-ylamino)quinazolin-6-yl)oxy)piperidin-1-yl)prop-2-en-1-one COC1=C(C=C2C(=NC=NC2=C1)NC=1C=C2N=CC=NC2=CC1)OC1CCN(CC1)C(C=C)=O